(1R,3S,5S)-2-(2-(3-acetyl-7-methyl-5-(2-methylpyrimidin-5-yl)-1H-indazol-1-yl)acetyl)-N-(6-bromo-3-methylpyridin-2-yl)-5-fluoro-2-azabicyclo[3.1.0]hexane-3-carboxamide C(C)(=O)C1=NN(C2=C(C=C(C=C12)C=1C=NC(=NC1)C)C)CC(=O)N1[C@@H]2C[C@@]2(C[C@H]1C(=O)NC1=NC(=CC=C1C)Br)F